3-(tritylthio)propan-2-ol C(C1=CC=CC=C1)(C1=CC=CC=C1)(C1=CC=CC=C1)SCC(C)O